FC(C(C(F)(F)F)(O)C1=CC=C(C=C1)NC(=O)C1N(CC2=CC(=CC=C12)S(=O)(=O)C)C(=O)N)(F)F N1-[4-(1,1,1,3,3,3-Hexafluoro-2-hydroxypropan-2-yl)phenyl]-5-(methylsulfonyl)-1,3-dihydro-2H-isoindole-1,2-dicarboxamide